2-(2-bromopyridin-4-yl)benzo[D]oxazole-5-carboxylic acid methyl ester COC(=O)C=1C=CC2=C(N=C(O2)C2=CC(=NC=C2)Br)C1